[Na].FC1=CC=C(C=C1)S(=O)(=O)C1=CC=C(C=C1)F 4-fluorophenyl sulfone sodium salt